BrC1=NC(=CC(=C1)CC(=O)OC)OC(F)F methyl 2-(2-bromo-6-(difluoromethoxy)pyridin-4-yl)acetate